FC(F)[SiH](C)C (difluoromethyl)dimethylsilane